C(C)OC(=O)C=1N(C=CC1)CCC1NC2=NC=CC=C2CC1 (2-(1,2,3,4-tetrahydro-1,8-naphthyridin-2-yl)ethyl)-1H-pyrrole-2-carboxylic acid ethyl ester